4-((3-isopropyl-5-methylpyrazolo[1,5-a]pyrimidin-7-yl)amino)piperidine-1-carboxylic acid (1-(tert-butoxycarbonyl)pyrrolidin-2-yl)methyl ester C(C)(C)(C)OC(=O)N1C(CCC1)COC(=O)N1CCC(CC1)NC1=CC(=NC=2N1N=CC2C(C)C)C